[Na+].[Na+].N[C@@H](C(=O)N1CC(C1)OC1=C(C=2O[B-](CCC2C=C1)(O)O)C(=O)O)C1=CC=CC=C1.N[C@@H](C(=O)N1CC(C1)OC1=C(C=2O[B-](CCC2C=C1)(O)O)C(=O)O)C1=CC=CC=C1 8-({1-[(2R)-2-amino-2-phenylacetyl]azetidin-3-yl}oxy)-4,4-dihydroxy-5-oxa-4-boranuidabicyclo[4.4.0]deca-1(6),7,9-triene-7-carboxylic acid disodium salt